ClC1=C(C=CC=C1)C(C(=O)N)C1=NC=CC(=C1)C(F)(F)F 2-(2-chlorophenyl)-2-[4-(trifluoromethyl)-2-pyridyl]Acetamide